CO[C@@H]1CC[C@@]23[C@H](C([C@@](C[C@H]([C@]([C@H]21)([C@@H](CC3)C)C)C(C(=O)[O-])OS(=O)(=O)C3=CC=C(C)C=C3)(CC=O)C)=O)C (3R,3aS,4R,5R,7S,9R,9aR,12R)-3-methoxy-4,7,9,12-tetramethyl-8-oxo-7-(2-oxoethyl)decahydro-4,9a-propanocyclopenta[8]annulen-5-yl-2-(tosyloxy)acetate